OCC1=C(N=NN1C)C1=CC=C(C(=N1)C)O[C@H]1C[C@@H](COC1)C(=O)OC |r| (±)-methyl trans-5-((6-(5-(hydroxymethyl)-1-methyl-1H-1,2,3-triazol-4-yl)-2-methyl-pyridin-3-yl)oxy)tetrahydro-2H-pyran-3-carboxylate